5-bromo-6-nitro-2,3-dihydrobenzo[b][1,4]dioxin BrC1=C(C=CC=2OCCOC21)[N+](=O)[O-]